(10-(3-bromo-4,5,6-trimethoxy-2-methylphenyl)decyl)triphenylphosphine bromide [Br-].BrC=1C(=C(C(=C(C1OC)OC)OC)CCCCCCCCCCC1=C(C=CC=C1)P(C1=CC=CC=C1)C1=CC=CC=C1)C